Isopropylisothiourea hydrobromide Br.C(C)(C)NC(S)=N